2-chloro-N-(2,4-difluorophenyl)-5-[[5-(trifluoromethyl)-5-[3-(trifluoromethyl)phenyl]-4H-isoxazol-3-yl]amino]benzamide ClC1=C(C(=O)NC2=C(C=C(C=C2)F)F)C=C(C=C1)NC1=NOC(C1)(C1=CC(=CC=C1)C(F)(F)F)C(F)(F)F